methyl 5-(1-cyano-2-ethoxy-2-oxo-ethyl)-3-ethylsulfanyl-pyridine-2-carboxylate C(#N)C(C(=O)OCC)C=1C=C(C(=NC1)C(=O)OC)SCC